5-(2-(6-((7R)-7-amino-2-azabicyclo[2.2.1]heptane-2-carbonyl)-3-methylpyrazolo[1,5-a]pyridin-2-yl)-1-(cyclopropylmethyl)-1H-pyrrolo[2,3-b]pyridin-6-yl)isoindolin-1-one N[C@H]1C2N(CC1CC2)C(=O)C=2C=CC=1N(C2)N=C(C1C)C1=CC=2C(=NC(=CC2)C=2C=C3CNC(C3=CC2)=O)N1CC1CC1